ClC=1C(=NC(=NC1)NC=1C=CC2=C(CC[C@H](CC2)N2CCCC2)C1)NC1=C(C=C(C=C1)COC)P(C)(C)=O (S)-(2-((5-chloro-2-((7-(pyrrolidin-1-yl)-6,7,8,9-tetrahydro-5H-benzo[7]annulene-2-yl)amino)pyrimidin-4-yl)amino)-5-(methoxymethyl)phenyl)Dimethylphosphine oxide